6-[1-[1-(2-cyanoacetyl)-4-piperidinyl]-5-methyl-pyrazol-4-yl]-4-methoxy-pyrazolo[1,5-a]pyridine-3-carbonitrile C(#N)CC(=O)N1CCC(CC1)N1N=CC(=C1C)C=1C=C(C=2N(C1)N=CC2C#N)OC